1-(2,3-difluorophenyl)-N-(2-methoxy-3-{[2-(pyrrolidin-1-yl)ethoxy]methyl}-6H,7H,8H-cyclopenta[b]1,5-naphthyridin-9-yl)piperidin-4-amine FC1=C(C=CC=C1F)N1CCC(CC1)NC1=C2C(=NC3=CC(=C(N=C13)OC)COCCN1CCCC1)CCC2